C1(CC1)CN1CC2=C(N=C(N(C2=O)CC2=NC=C(C=C2)C(F)(F)F)C)CC1 6-(cyclopropylmethyl)-2-methyl-3-((5-(trifluoromethyl)pyridin-2-yl)methyl)-5,6,7,8-tetrahydropyrido[4,3-d]pyrimidin-4(3h)-one